N[C@@H]1CN(CCC1)C1=CC(=NC=C1C=1C=NN(C1)CC)NC1=CC=C2C(=N1)N(N=C2C#N)C(C)C (S)-6-((4-(3-Aminopiperidin-1-yl)-5-(1-ethyl-1H-pyrazol-4-yl)pyridin-2-yl)amino)-1-isopropyl-1H-pyrazolo[3,4-b]pyridine-3-carbonitrile